(6-{[3-(2,3-dichloro-6-fluorophenyl)-1-(prop-2-enoyl)pyrrolidin-3-yl]amino}-8-fluoro-4-oxoquinazolin-3-yl)acetic acid ClC1=C(C(=CC=C1Cl)F)C1(CN(CC1)C(C=C)=O)NC=1C=C2C(N(C=NC2=C(C1)F)CC(=O)O)=O